2-((2R,5R)-2-(((2-(2-hydroxyethoxy)ethyl)(methyl)amino)methyl)-5-methylpiperazin-1-yl)-1-(4-(6-methoxy-1-methyl-1H-indole-2-carbonyl)piperazin-1-yl)ethan-1-one OCCOCCN(C)C[C@@H]1N(C[C@H](NC1)C)CC(=O)N1CCN(CC1)C(=O)C=1N(C2=CC(=CC=C2C1)OC)C